ClC1=C(CO[C@@H]2CC[C@H](CC2)C(=O)NCC2=C(C(=C(C=C2)C(F)(F)F)C=2NC(C=C(N2)C(F)F)=O)F)C=CC=C1 trans-4-[(2-chlorobenzyl)oxy]-N-{3-[4-(difluoromethyl)-6-oxo-1,6-dihydropyrimidin-2-yl]-2-fluoro-4-(trifluoromethyl)benzyl}cyclohexane-1-carboxamide